NC(C(=O)O)(CCCCB(O)O)CCCN1C(CCCC1)C1=CC=C(C=C1)F 2-amino-6-borono-2-(3-(2-(4-fluorophenyl)piperidin-1-yl)propyl)hexanoic acid